C1(CC1)COC1=NC=2N(C=C1C(=O)O)C=C(N2)C21COC(C2)(C1)C 7-(cyclopropylmethoxy)-2-(1-methyl-2-oxabicyclo[2.1.1]hex-4-yl)imidazo[1,2-a]pyrimidine-6-carboxylic acid